1-ethyl-3-methylimidazole ethyl-acetate C(C)OC(C)=O.C(C)N1CN(C=C1)C